NC[C@H](C)N1C(=NC2=C1C=C(C=C2F)C2=NC(=NC=C2Cl)N[C@H]2[C@@H](CN(CC2)S(=O)(=O)C)O)C (3R,4R)-4-[(4-{1-[(2S)-1-aminopropan-2-yl]-4-fluoro-2-methyl-1H-benzimidazol-6-yl}-5-chloropyrimidin-2-yl)amino]-1-(methanesulfonyl)piperidin-3-ol